4-Methoxyphenyl 2-amino-3,6-di-O-benzyl-2-deoxy-4-O-(2,4-di-O-benzyl-β-D-mannopyranosyl)-β-D-glucopyranoside N[C@H]1[C@H](OC2=CC=C(C=C2)OC)O[C@@H]([C@H]([C@@H]1OCC1=CC=CC=C1)O[C@H]1[C@@H](OCC2=CC=CC=C2)[C@@H](O)[C@H](OCC2=CC=CC=C2)[C@H](O1)CO)COCC1=CC=CC=C1